methyl 3-bromo-4-cyclobutoxybenzoate BrC=1C=C(C(=O)OC)C=CC1OC1CCC1